Cl.N[C@@H](C(=O)N1[C@@H](C[C@H](C1)O)C(=O)N[C@@H](CC(=O)OC)C1=CC=C(C=C1)Br)C(C)(C)C methyl (3S)-3-{[(2S,4R)-1-[(2R)-2-amino-3,3-dimethylbutanoyl]-4-hydroxypyrrolidin-2-yl]formamido}-3-(4-bromophenyl)propanoate hydrochloride